O=C1NC(CCC1C=1C(=NC2=CC(=CC=C2C1)/C=C/C(=O)OC(C)(C)C)C)=O Tert-butyl (E)-3-(3-(2,6-dioxopiperidin-3-yl)-2-methylquinolin-7-yl)acrylate